COC(=O)C1=C(C(=NN1C=1SC(=NN1)C1=CC=C(C=C1)C(F)(F)F)C)Br 4-Bromo-3-methyl-1-(5-(4-(trifluoromethyl)phenyl)-1,3,4-thiadiazol-2-yl)-1H-pyrazole-5-carboxylic acid methyl ester